(Z)-3-methyl-2-pentene-1,5-diol C/C(=C/CO)/CCO